C(C)OC1=C(C=C(C=C1)C=1N=NN(C1)[C@H](C(=O)N1[C@@H](C[C@H](C1)O)C(=O)NC)C(C)(C)C)F (2S,4r)-1-[(2S)-2-[4-(4-ethoxy-3-fluoro-phenyl)triazol-1-yl]-3,3-dimethyl-butyryl]-4-hydroxy-N-methyl-pyrrolidine-2-carboxamide